FC1=C(C=C(C=C1)C(=O)NC1CC(C1)O)C=1C=NC(=NC1)NCC1(CC(C1)F)C1=NC=CC=C1F {4-fluoro-3-[2-({[3-fluoro-1-(3-fluoro(2-pyridyl))cyclobutyl]methyl}amino)pyrimidin-5-yl]phenyl}-N-(3-hydroxycyclobutyl)carboxamide